CSC=1N=NC2=C(N1)CC1CCC2N1 (±)-3-(methylthio)-6,7,8,9-tetrahydro-5H-6,9-epiminocyclohepta[e][1,2,4]triazine